CC1=CC=C(C=C1)[S+]1C2=C(C3=C1C=CC=C3)C=CC=C2 5-(4-methylphenyl)-dibenzothiophenium